[2-[4-[(5-Cyclopropyl-1H-pyrazol-3-yl)methyl]pyrimidin-2-yl]-2-azabicyclo[2.2.1]heptan-4-yl]methanol C1(CC1)C1=CC(=NN1)CC1=NC(=NC=C1)N1C2CCC(C1)(C2)CO